C1(CC1)C1=C(C(=NO1)C1=C(C=CC=C1Cl)Cl)COC1CCN(CC1)C=1C=C(C=CC1)C1=CC(=NN1C)C(=O)OC methyl 5-(3-(4-((5-cyclopropyl-3-(2,6-dichlorophenyl) isoxazol-4-yl) methoxy) piperidin-1-yl) phenyl)-1-methyl-1H-pyrazole-3-carboxylate